CC=1C=CC(=NC1C)C=1NC(C=2N(C1)N=C(C2C)C(=O)OCC)=O ethyl 6-(5,6-dimethylpyridin-2-yl)-3-methyl-4-oxo-4,5-dihydropyrazolo[1,5-a]-pyrazine-2-carboxylate